(3aR,5R,6R,7R,7aS)-7-amino-5-(hydroxymethyl)-2-(trifluoromethyl)-3,3a,5,6,7,7a-hexahydropyrano[2,3-d]imidazol-6-ol N[C@H]1[C@H]([C@H](O[C@H]2NC(=N[C@H]21)C(F)(F)F)CO)O